tert-Butyl 4-(1-((R)-1,1-dimethylethylsulfinamido)ethyl)-4-methylpiperidine-1-carboxylate CC(C)(C)[S@@](=O)NC(C)C1(CCN(CC1)C(=O)OC(C)(C)C)C